7,9-di-tert-butyl-3-(4-methoxyphenyl)-4-phenyl-1-oxa-2-azaspiro[4.5]deca-2,6,9-trien-8-one C(C)(C)(C)C1=CC2(C(C(=NO2)C2=CC=C(C=C2)OC)C2=CC=CC=C2)C=C(C1=O)C(C)(C)C